(1R,3R,4R)-2-((R)-2-bromo-9-hydroxy-9H-fluorene-9-carbonyl)-N-((S)-1-cyano-2-((S)-2-oxopiperidin-3-yl)ethyl)-5,5-difluoro-2-azabicyclo[2.2.2]octane-3-carboxamide BrC1=CC=2[C@](C3=CC=CC=C3C2C=C1)(C(=O)N1[C@H]2CC([C@@H]([C@@H]1C(=O)N[C@@H](C[C@H]1C(NCCC1)=O)C#N)CC2)(F)F)O